C(C)OC(=O)C=1C=NN2C1C=C(C=C2)N 5-Aminopyrazolo[1,5-a]pyridine-3-carboxylic acid ethyl ester